O(C(C)C)C(C(CC(=O)[O-])=O)OC(C)C diisopropoxylacetoacetate